N-(4-(1H-imidazol-1-yl)benzyl)-N-(3-methoxybenzyl)-4-((2-morpholinoethoxy)methyl)oxazol-2-amine N1(C=NC=C1)C1=CC=C(CN(C=2OC=C(N2)COCCN2CCOCC2)CC2=CC(=CC=C2)OC)C=C1